O1C2=C(NC3(C1)COC3)N=CC=C2SC=2N=CC(=NC2)N2CCC3([C@@H]([C@@H](OC3)C)N)CC2 (3S,4S)-8-(5-((2'H,4'H-spiro[oxetan-3,3'-pyrido[3,2-b][1,4]oxazin]-8'-yl)thio)pyrazin-2-yl)-3-methyl-2-oxa-8-azaspiro[4.5]decan-4-amine